tert-butyl (1-(2-(4-(5-chloro-4-((2,6-dioxopiperidin-3-yl)amino)-2-fluorophenyl)piperazin-1-yl)ethyl)piperidin-4-yl)carbamate ClC=1C(=CC(=C(C1)N1CCN(CC1)CCN1CCC(CC1)NC(OC(C)(C)C)=O)F)NC1C(NC(CC1)=O)=O